methyl β-decenylaminopropionate C(=CCCCCCCCC)NCCC(=O)OC